CC1O[C@@]2(C=C1)C(=CC[C@H]([C@@H]2C)C)C |r| (5RS,9RS,10SR)-2,6,9,10-tetramethyl-1-oxaspiro[4.5]dec-3,6-diene